[C@H]12CN(C[C@H](CC1)N2)C2=NC(=NC1=C(C(=CC=C21)C2=CC(=CC1=CC=CC=C21)O)F)OCC(C(=O)O)(C)C 3-((4-((1R,5S)-3,8-diazabicyclo[3.2.1]octan-3-yl)-8-fluoro-7-(3-hydroxynaphthalen-1-yl)quinazolin-2-yl)oxy)-2,2-dimethylpropanoic acid